gamma-(methylamino)propyltrimethoxysilane CNCCC[Si](OC)(OC)OC